tert-butyl (2-((3-chloro-4-(2-(dimethylamino)ethoxy)phenyl)amino)-2-oxoethyl)(methyl)carbamate ClC=1C=C(C=CC1OCCN(C)C)NC(CN(C(OC(C)(C)C)=O)C)=O